N(=[N+]=[N-])CCOCCOCCOCCNC(CCC(CCC(NCCOCCOCCOCCN=[N+]=[N-])=O)(CCC(=O)NCCOCCOCCOCCN=[N+]=[N-])NC(CCCCCCCCCCC(=O)O)=O)=O 12-[[4-[2-[2-[2-(2-azidoethoxy)ethoxy]ethoxy]ethylamino]-1,1-bis[3-[2-[2-[2-(2-azidoethoxy)ethoxy]ethoxy]ethylamino]-3-oxo-propyl]-4-oxo-butyl]amino]-12-oxo-dodecanoic acid